CC=1C=2N(C=C(N1)C)N=C(C2)C=2N=C1N(C(C2)=O)C=C(C=C1)N1CCN(CC1)CCO 2-(4,6-dimethylpyrazolo[1,5-a]pyrazin-2-yl)-7-[4-(2-hydroxyethyl)piperazin-1-yl]-4H-pyrido[1,2-a]pyrimidin-4-one